O1CC2(C=3C(=CCOC13)OC2)OC(C2=C(C=CC=C2)N)=O 1,4,7-trioxacyclopenta[cd]indene-2a(3H)-yl-2-aminobenzoate